(E)-3-(4-(trifluoromethyl)styryl)pyrrolidine hydrochloride Cl.FC(C1=CC=C(/C=C/C2CNCC2)C=C1)(F)F